C1(=CC=CC=C1)C(C)C1=CC=CC=C1 2,2-diphenylethane